Cl.N1CCC(=CC1)C#CC#CCCCO 7-(1,2,3,6-tetrahydropyridin-4-yl)hept-4,6-diyne-1-ol hydrochloride